C(C1=CC=CC=C1)C=1C(NC2=CC=CC=C2C1C)=O 3-Benzyl-4-methylquinolin-2(1H)-one